C1(CCCC1)C=1C=C(C=2C(=C(C(OC2C1)(C)C)\C=C/C)C=C)O 7-cyclopentyl-4-ethenyl-2,2-dimethyl-3-[(Z)-prop-1-enyl]chromen-5-ol